4-(2-((tert-butyldimethylsilyl)oxy)ethoxy-1,1,2,2-d)-2-isopropylpyridine-3-amine [Si](C)(C)(C(C)(C)C)OC(C(OC1=C(C(=NC=C1)C(C)C)N)([2H])[2H])([2H])[2H]